OCCOC(C(=C)C)=O.P(O)(O)(O)=O phosphoric acid 2-hydroxyethyl-methacrylate